C(C)OP(=O)(OCC)C(C(=O)OC(C)(C)C)CC1=NC(=NO1)CCC1=CC=C(C=C1)CCC tert-butyl 2-(diethoxyphosphoryl)-3-(3-(4-propylphenethyl)-1,2,4-oxadiazol-5-yl)propanoate